(S)-benzyl 2-amino-3-(3,5-difluoro-4-(trifluoromethyl)phenyl)propanoate N[C@H](C(=O)OCC1=CC=CC=C1)CC1=CC(=C(C(=C1)F)C(F)(F)F)F